β,ε-carotene CC1(C)CCCC(C)=C1\C=C\C(\C)=C\C=C\C(\C)=C\C=C\C=C(/C)\C=C\C=C(/C)\C=C\C1C(C)=CCCC1(C)C